C(CCC)C1=CC=NC(=C1)CC1=CC=C(C=C1)CCl 4-butyl-6-(4-(chloromethyl)benzyl)pyridin